racemic-trans-N-(1,3-dimethylpiperidin-4-yl)-2,2-dimethyl-3-((3-(trifluoromethoxy)pyridin-2-yl)oxy)propanamide CN1C[C@H]([C@@H](CC1)NC(C(COC1=NC=CC=C1OC(F)(F)F)(C)C)=O)C |r|